C(C)N1C(=NN(C1=O)C=1C=C2C(=CC(=NC2=CC1F)C1=C(C=CC=C1)C)[C@H](C(F)(F)F)C)CO (R)-4-ethyl-1-(7-fluoro-2-(o-tolyl)-4-(1,1,1-trifluoropropan-2-yl)quinolin-6-yl)-3-(hydroxymethyl)-1H-1,2,4-triazol-5(4H)-one